COC(C(C(=O)C1C(CC1)NC(=O)OCC1=CC=CC=C1)=[N+]=[N-])=O.CC12C(C(C(CC1)(C2(C)C)C)=O)=CC2=CC=CC=C2 methylbenzylideneCamphor methyl-3-(2-(((benzyloxy)carbonyl)amino)cyclobutyl)-2-diazo-3-oxopropanoate